[I-].C1=CC=CC=2C3=CC=CC=C3N(C12)C1=CC=C(C=C1)C1=CC=[N+](C=C1)C 4-(4-(9H-carbazol-9-yl)phenyl)-1-methylpyridin-1-ium iodide